3'-((2-chloro-5,6,7,8-tetrahydropyrido[4,3-d]pyrimidin-4-yl)oxy)-11',12'-dihydrospiro[cyclopropane-1,10'-[1,4]diazepino[5',6':4,5]thieno[3,2-f]quinolin]-8'(9'H)-one ClC=1N=C(C2=C(N1)CCNC2)OC2=NC=1C=CC3=C(C1C=C2)C2=C(S3)C(NC3(CN2)CC3)=O